4-[[[4-[(4-methoxybenzyl)amino]pyrrolo[2,1-f][1,2,4]triazin-2-yl]thio]methyl]benzoic acid COC1=CC=C(CNC2=NC(=NN3C2=CC=C3)SCC3=CC=C(C(=O)O)C=C3)C=C1